NC1=NC=CC2=C1C(=NN2[C@H]2C[C@@H](N(C2)C(C=C)=O)CC#N)C#CC2=CC1=C(N(C=N1)CC)C(=C2F)F 2-[(2R,4S)-4-{4-Amino-3-[2-(1-ethyl-6,7-difluoro-1,3-benzodiazol-5-yl)ethynyl]pyrazolo[4,3-c]pyridin-1-yl}-1-(prop-2-enoyl)pyrrolidin-2-yl]acetonitrile